C(CCCCCCCCC(=O)OC1C(N(C(CC1)(C)C)OCCCCCCCC)(C)C)(=O)OC1C(N(C(CC1)(C)C)OCCCCCCCC)(C)C bis(1-octyloxy-2,2,6,6-tetramethylpiperidinyl) sebacate